(1s,3s)-3-(5-methoxy-1-methyl-1H-pyrazol-4-yl)cyclobutane-1-carboxylic acid COC1=C(C=NN1C)C1CC(C1)C(=O)O